2-(2,2-di((9Z,12Z)-Octadeca-9,12-dien-1-yl)-1,3-dioxolan-4-yl)-N,N-dimethyl-ethan-1-amine C(CCCCCCC\C=C/C\C=C/CCCCC)C1(OCC(O1)CCN(C)C)CCCCCCCC\C=C/C\C=C/CCCCC